2-[4-(benzyloxymethyl)cyclohexyl]-7-isopropoxy-N-[2-oxo-1-[(1S,2R)-2-fluorocyclopropyl]-3-pyridyl]imidazo[1,2-a]pyridine-6-carboxamide C(C1=CC=CC=C1)OCC1CCC(CC1)C=1N=C2N(C=C(C(=C2)OC(C)C)C(=O)NC=2C(N(C=CC2)[C@@H]2[C@@H](C2)F)=O)C1